C(CCC)OC(CCC(C)(OOC(C)(C)C)OOC(C)(C)C)=O butyl-4,4-di(tert-butylperoxy)valerate